C(C)(C)(C)OC(NC1=CC(=NC=C1OCC1CC1)Br)=O (2-Bromo-5-(cyclopropylmethoxy)pyridin-4-yl)carbamic acid tert-butyl ester